(2-(3,8-diazabicyclo[3.2.1]octan-8-yl)-6,7-dihydrothiazolo[5,4-c]pyridin-5(4H)-yl)(4,4-difluorocyclohexyl)methanone C12CNCC(CC1)N2C=2SC=1CN(CCC1N2)C(=O)C2CCC(CC2)(F)F